C(C)OCC1C(C2=C3C4=C(N(C(N4C1)=O)C)C=NC3=CC(=C2C=2C=NC(=CC2)OCCCN2CCCCC2)F)=O 9-(ethoxymethyl)-6-fluoro-2-methyl-7-(6-(3-(piperidin-1-yl)propoxy)pyridin-3-yl)-9,10-dihydro-8-oxo-2,4,10a-triazanaphtho[2,1,8-cde]azulene-1(2H)-one